C(=O)O.NC1=NC=CC(=C1)C1=C(C=2C(NC(CC2N1)(C)C)=O)C1=CC(=CC=C1)F 2-(2-aminopyridin-4-yl)-3-(3-fluorophenyl)-6,6-dimethyl-1,5,6,7-tetrahydro-4H-pyrrolo[3,2-c]pyridin-4-one formic acid salt